CC1=CC2=C(OC3(C=NS2(=O)=O)CCOCC3)N=C1OCCN1CCCC1 8'-methyl-1',1'-dioxido-7'-(2-(pyrrolidine-1-yl)-ethoxy)2,3,5,6-tetrahydrospiro[pyran-4,4'-pyrido[2,3-b][1,4,5]oxathiazepin]